2-[2-(5-isobutyl-3-methyl-cyclohexa-1,3-dien-1-yl)ethyl]-1,3-dioxolane C(C(C)C)C1C=C(C=C(C1)CCC1OCCO1)C